(rac)-1-fluorocyclohex-3-enecarboxylic acid ethyl ester C(C)OC(=O)[C@@]1(CC=CCC1)F |r|